N-[4-chloro-2-[[(1S)-3-(cyclopropylamino)-2,3-dioxo-1-[[(3S)-2-oxopyrrolidin-3-yl]methyl]propyl]carbamoyl]phenyl]-2-(trifluoromethyl)pyridine-4-carboxamide ClC1=CC(=C(C=C1)NC(=O)C1=CC(=NC=C1)C(F)(F)F)C(N[C@H](C(C(=O)NC1CC1)=O)C[C@H]1C(NCC1)=O)=O